ClC1=NC=C(C(=N1)C=1CC=NCC1)C1=CC(=C(C=C1)OC1=NC=CC(=N1)C)F 4-(2-chloro-5-(3-fluoro-4-((4-methylpyrimidin-2-yl)oxy)phenyl)pyrimidin-4-yl)-3,6-dihydropyridine